CC1(OB(OC1(C)C)C=1C=NN(C1)C1CC2(CN(C2)C(=O)OC(C)(C)C)C1)C tert-butyl 6-(4-(4,4,5,5-tetramethyl-1,3,2-dioxaborolan-2-yl)-1H-pyrazol-1-yl)-2-azaspiro[3.3]heptane-2-carboxylate